3-[(benzo[d][1,3]dioxol-4-yl)oxy]-N,N-dimethyl-3-(4-fluorophenyl)propylamine oxalate C(C(=O)O)(=O)O.O1COC2=C1C=CC=C2OC(CCN(C)C)C2=CC=C(C=C2)F